1,2-biscitraconimidomethylbenzene C1(C(C)=CC(N1CC1=C(C=CC=C1)CN1C(C(C)=CC1=O)=O)=O)=O